N4-(3,5-Difluorophenyl)-N7-(3-methoxyphenyl)chinolin-4,7-diamin FC=1C=C(C=C(C1)F)NC1=CC=NC2=CC(=CC=C12)NC1=CC(=CC=C1)OC